[N+](=O)([O-])C1=CC=C(C=C1)S(=O)(=O)C1CCN(CC1)C(=O)OC(C)(C)C Tert-butyl 4-(4-nitrophenyl)sulfonylpiperidine-1-carboxylate